C(C)(C)(C)OC(=O)NC=1SC2=C(C1C#N)C(=CC=C2F)C2=C(C=C1C(=NC=NC1=C2F)N2CC1CCC(C2)N1C(=O)OC(C)(C)C)Cl tert-Butyl 3-[7-[2-(tert-butoxycarbonylamino)-3-cyano-7-fluoro-benzothiophen-4-yl]-6-chloro-8-fluoro-quinazolin-4-yl]-3,8-diazabicyclo[3.2.1]octane-8-carboxylate